C(C)C=1C=C(C=C2NC(C(NC12)=NNC(C)=O)(C)C)F N'-(8-ethyl-6-fluoro-3,3-dimethyl-3,4-dihydroquinoxalin-2(1H)-ylidene)acethydrazide